(6aR,9R,9aS)-2,2,4,4-tetraisopropyltetrahydro-6H-thieno[3,2-f][1,3,5,2,4]trioxadisilocin-9-ol C(C)(C)[Si]1(O[Si](OC[C@@H]2[C@@H](O1)[C@H](CS2)O)(C(C)C)C(C)C)C(C)C